CCCCCCCCCCCCCCCCCC(=O)N(CCO)CCO N,N-Bis(2-hydroxyethyl)stearamide